N-[(1R)-5-(5-ethyl(1,2,4-oxadiazol-3-yl))indanyl][1-((2S)-2-hydroxypropyl)pyrazol-4-yl]carboxamide C(C)C1=NC(=NO1)C=1C=C2CC[C@H](C2=CC1)NC(=O)C=1C=NN(C1)C[C@H](C)O